3-{[4-(2-amino-7-fluoro-8-methoxy-4-quinazolinyl)-1H-1,2,3-triazol-1-yl]methyl}-1-isopropyl-1H-pyridin-2-one NC1=NC2=C(C(=CC=C2C(=N1)C=1N=NN(C1)CC=1C(N(C=CC1)C(C)C)=O)F)OC